1-bromo-3-((4-chlorobenzyl)oxy)propan-2-one phenyl-3,3-dimethyl-4-oxobutanoate C1(=CC=CC=C1)OC(CC(C=O)(C)C)=O.BrCC(COCC1=CC=C(C=C1)Cl)=O